6-(cyclopropylmethyl)-4-(1-(6-methoxypyridin-3-yl)ethoxy)-2-methyl-5,6,7,8-tetrahydropyrido[4,3-d]pyrimidine C1(CC1)CN1CC2=C(N=C(N=C2OC(C)C=2C=NC(=CC2)OC)C)CC1